1,3-di(p-methoxyphenyl)urea COC1=CC=C(C=C1)NC(=O)NC1=CC=C(C=C1)OC